((S)-2-((tert-butyldimethylsilyl)oxy)-1-(3-chlorophenyl)-ethyl)-4-(3-((1-methyl-1H-pyrazol-5-yl)amino)-1-(tetrahydro-2H-pyran-2-yl)-1H-indazol-5-yl)pyridin-2(1H)-one [Si](C)(C)(C(C)(C)C)OC[C@H](C1=CC(=CC=C1)Cl)N1C(C=C(C=C1)C=1C=C2C(=NN(C2=CC1)C1OCCCC1)NC1=CC=NN1C)=O